2,6-dimethoxy-N-(4-methoxy-6-phenylisoxazolo[5,4-b]pyridin-3-yl)-N-methylbenzenesulfonamide COC1=C(C(=CC=C1)OC)S(=O)(=O)N(C)C1=NOC2=NC(=CC(=C21)OC)C2=CC=CC=C2